NC1=C(C=C2CCCN(C2=C1)C(C)=O)OC (7-amino-6-methoxy-3,4-dihydroquinolin-1(2H)-yl)ethan-1-one